5-(2,4-difluorophenyl)-N-(4-((4-methylpiperazin-1-yl)methyl)phenyl)-4-((tetrahydrofuran-2-yl)methoxy)-7H-pyrrolo[2,3-d]pyrimidin-2-amine FC1=C(C=CC(=C1)F)C1=CNC=2N=C(N=C(C21)OCC2OCCC2)NC2=CC=C(C=C2)CN2CCN(CC2)C